O=C1N(CCC(N1)=O)N1C(C2=CC=C(C=C2C1=O)CN1CCN(CC1)C=1C=NC=CC1)=O 2-(2,4-dioxotetrahydropyrimidin-1(2H)-yl)-5-((4-(pyridin-3-yl)piperazin-1-yl)methyl)isoindoline-1,3-dione